[Li+].C(N)(=O)[C@H]1N2C(N([C@H](C=C1C)C2)OC(C(=O)[O-])(C)F)=O 2-{[(2S,5R)-2-carbamoyl-3-methyl-7-oxo-1,6-diazabicyclo[3.2.1]Oct-3-en-6-yl]Oxy}-2-fluoropropionic acid lithium salt